C12(CC3CC(CC(C1)C3)C2)C(C(=O)N)OC2=NC(=NC(=C2)Cl)SC (adamantan-1-yl)-2-((6-chloro-2-(methylthio)pyrimidin-4-yl)oxy)acetamide